Manganese(III) potassium ferrocyanide [Fe-4](C#N)(C#N)(C#N)(C#N)(C#N)C#N.[K+].[Mn+3]